CC=1C=CC=2N(C3=CC=C(C=C3C2C1)C)C1=CC=C(C=C1)C1=C(C=C(C(=C1)C1=CC=CC=C1)C1=CC=CC=C1)C1=CC=NC=C1 5'-(4-(3,6-dimethyl-9H-carbazol-9-yl)phenyl)-4'-(pyridin-4-yl)-[1,1':2',1''-terphenyl]